FC=1C2=C(SC1)C=CC(=C2)CNC(=O)[C@H]2N(CCN(C2)C=2C=1C(N=CN2)=NN(C1)C1=CC=C(C=C1)C(F)(F)F)C (S)-N-((3-fluorobenzo[b]thiophen-5-yl)methyl)-1-methyl-4-(2-(4-(trifluoromethyl)phenyl)-2H-pyrazolo[3,4-d]pyrimidin-4-yl)piperazine-2-carboxamide